5-chloro-N-(2,4-difluoro-3-(1-(4,5,6,7-tetrahydro-1H-benzo[d]imidazol-2-yl)imidazo[1,5-a]pyridin-6-yl)phenyl)-2-methylpyridine-3-sulfonamide ClC=1C=C(C(=NC1)C)S(=O)(=O)NC1=C(C(=C(C=C1)F)C=1C=CC=2N(C1)C=NC2C2=NC1=C(N2)CCCC1)F